5,5-difluoro-4-methoxypiperidin-3-ol FC1(C(C(CNC1)O)OC)F